3,3'-dimethoxy-5,5'-dipropylbiphenyl-2,2'-diol COC1=C(C(=CC(=C1)CCC)C=1C(=C(C=C(C1)CCC)OC)O)O